4-chloro-6,7-dimethoxyquinoline 1-oxide ClC1=CC=[N+](C2=CC(=C(C=C12)OC)OC)[O-]